FC1(CCC(CC1)N(C(OC(C)(C)C)=O)CCCC[C@@H](C)OC1=NC(=CC=C1S(=O)(=O)N1C(OCC1)C=C)C)F tert-Butyl (4,4-difluorocyclohexyl)((5R)-5-((6-methyl-3-((2-vinyloxazolidin-3-yl)sulfonyl)pyridin-2-yl)oxy)hexyl)carbamate